methylaminoglutamic acid CNN[C@@H](CCC(=O)O)C(=O)O